(S)-5-((4-((2-hydroxy-1-phenylethyl)amino)-5-(5-methyl-1,3,4-oxadiazol-2-yl)pyridin-2-yl)amino)-3,3-dimethylisoindolin-1-one OC[C@H](C1=CC=CC=C1)NC1=CC(=NC=C1C=1OC(=NN1)C)NC=1C=C2C(NC(C2=CC1)=O)(C)C